COC1=C(C=CC(=C1)OC)CNC=1C2=C(N=CN1)N(C=C2N2N=CC=C2)[C@@H]2O[C@@H]([C@H](N2)COC(C2=CC=CC=C2)(C2=CC=CC=C2)C2=CC=CC=C2)O (2r,3s,5r)-5-(4-{[(2,4-dimethoxyphenyl)methyl]amino}-5-(1H-pyrazol-1-yl)-7H-pyrrolo[2,3-d]pyrimidin-7-yl)-2-[(triphenylmethoxy)methyl]oxa-pyrrolidin-3-ol